ClC=1C=C(C(=O)N[C@H]2C[C@H](CCC2)C=2N(C(C(=C(N2)C(=O)NC=2C=NOC2)O)=O)C)C=CC1Cl 2-((1S,3R)-3-(3,4-dichlorobenzamido)cyclohexyl)-5-hydroxy-N-(isoxazol-4-yl)-1-methyl-6-oxo-1,6-dihydropyrimidine-4-carboxamide